FC=1C=CC(=NC1)NC1=NC=C(C(=O)NC)C(=C1)NC1=C(C=CC=C1)N(S(=O)(=O)C)C 6-((5-fluoropyridine-2-yl)amino)-N-methyl-4-((2-(N-methylmethanesulfonamido)phenyl)amino)nicotinamide